1-(7-chloro-6-((4-chloro-5-(trifluoromethyl)pyrimidin-2-yl)amino)-3,4-dihydroisoquinolin-2(1H)-yl)-2,2,2-trifluoroethan-1-one ClC1=C(C=C2CCN(CC2=C1)C(C(F)(F)F)=O)NC1=NC=C(C(=N1)Cl)C(F)(F)F